ClC=1C(=C(C(=C(C1)C(C(=O)NCC1=NC=CN=C1Cl)C)OCC)C1CCOCC1)F 2-(5-chloro-2-ethoxy-4-fluoro-3-(tetrahydro-2H-pyran-4-yl)phenyl)-N-((3-chloropyrazin-2-yl)methyl)propionamide